FC1([C@@H](CN(CC1)[C@H](C(=O)NC=1SC2=C(N1)C=C1C(=C2)OC(O1)(F)F)C)C1=CNC(C(=C1)CN1CCOCC1)=O)F (S)-2-((R)-4,4-difluoro-3-(5-(morpholinomethyl)-6-oxo-1,6-dihydropyridin-3-yl)piperidin-1-yl)-N-(2,2-difluoro-[1,3]dioxolo[4',5':4,5]benzo[1,2-d]thiazol-6-yl)propanamide